C1(CC1)CC1C(N(C(CO1)C1=CC=C(C=C1)OC)C(=O)N)(C)C (cyclopropylmethyl)-5-(4-methoxyphenyl)-3,3-dimethylmorpholine-4-carboxamide